2-ETHYL-2-METHYLPENTANOIC ACID C(C)C(C(=O)O)(CCC)C